C(C)(C)(C)OC(=O)N1C(CC2=CC=C(C=C12)OC)(C(=O)O)CC=O 6-methoxy-2-(2-oxoethyl)indoline-1,2-dicarboxylic acid 1-tert-butyl ester